[NH+]1=CC=CC=C1 PYRIDIN-1-IUM